FC(C1=CN=C(S1)CN1CCC2(CN(C2)C(=O)N2CC3(C2)CC(C3)N3N=C(N=C3)C(F)(F)F)CC1)F [7-[[5-(difluoromethyl)thiazol-2-yl]methyl]-2,7-diazaspiro[3.5]nonan-2-yl]-[6-[3-(trifluoromethyl)-1,2,4-triazol-1-yl]-2-azaspiro[3.3]heptan-2-yl]methanone